(4-(ethylsulfonyl)phenyl)-N-(4-(6-fluorobenzo[d]thiazol-2-yl)phenyl)acetamide C(C)S(=O)(=O)C1=CC=C(C=C1)CC(=O)NC1=CC=C(C=C1)C=1SC2=C(N1)C=CC(=C2)F